C(C)C1=CC(=C(C=O)C=C1)OC1=CC=C(C=C1)C1=CN=C(N1C)CN1CCCC1 4-ethyl-2-(4-(1-methyl-2-(pyrrolidin-1-ylmethyl)-1H-imidazol-5-yl)phenoxy)benzaldehyde